The molecule is a quinolinium ion that is 1-methylquinolinium substituted by dimethylamino group at position 6 and a (E)-2-(2,5-dimethyl-1-phenyl-1H-pyrrol-3-yl)ethenyl at position 2. It is a anthelminthic drug active against pinworms. The salts of pyrvinium can also be used as anticancer agents. It has a role as an antineoplastic agent and an anthelminthic drug. CC1=CC(=C(N1C2=CC=CC=C2)C)/C=C/C3=[N+](C4=C(C=C3)C=C(C=C4)N(C)C)C